FC(C=1C=C(C=CC1F)NC(NC)=O)F 3-(3-(difluoromethyl)-4-fluorophenyl)-1-methylurea